CC1=CC=C(C(=O)N[C@@H](CC(C)C)C(=O)OC)C=C1 Methyl (4-methylbenzoyl)-L-leucinate